BrC(S(=O)(=O)C1=CC=C(C2=CC=CC=C12)N)(Br)Br 4-tribromomethylsulfonyl-naphthalene-1-amine